O1C=C(C(=C1)C1=CC(=C(C=C1)O)Cl)C1=CC(=C(C=C1)O)Cl 4,4'-(furan-3,4-diyl)bis(2-chlorophenol)